(7R)-2-[4-(3-methylphenoxy)phenyl]-7-[4-(prop-2-enoyl)piperazin-1-yl]-4,5,6,7-tetrahydro-2H-pyrazolo[4,3-b]pyridine-3-carboxamide CC=1C=C(OC2=CC=C(C=C2)N2N=C3C(NCC[C@H]3N3CCN(CC3)C(C=C)=O)=C2C(=O)N)C=CC1